(S or R)-4-[[4-(2-fluoroethoxy)phenyl]-phenyl-methyl]piperidine FCCOC1=CC=C(C=C1)[C@@H](C1CCNCC1)C1=CC=CC=C1 |o1:10|